(1S,3R)-N-[5-chloro-4-(7-fluoro-3-isopropyl-2-methyl-indazol-5-yl)-2-pyridyl]-3-(methanesulfonamido)cyclohexanecarboxamide 3-hydroxyundecene-10-enoate OC(=CC(=O)O)CCCCCCC=C.ClC=1C(=CC(=NC1)NC(=O)[C@@H]1C[C@@H](CCC1)NS(=O)(=O)C)C1=CC2=C(N(N=C2C(=C1)F)C)C(C)C